(S)-2-((2-((1-ethoxy-3,3-dimethyl-1,3-dihydro-[1,2]oxaborolo[4,3-b]pyridin-5-yl)amino)-5-(5-(2-fluoropropan-2-yl)-1,3,4-oxadiazol-2-yl)pyrimidin-4-yl)amino)-2-phenylethan-1-ol C(C)OB1OC(C2=NC(=CC=C21)NC2=NC=C(C(=N2)N[C@H](CO)C2=CC=CC=C2)C=2OC(=NN2)C(C)(C)F)(C)C